(E)-3-(((4-methoxyphenyl)sulfinyl)diazenyl)pyrrolidine-1-carboxylic acid tert-butyl ester C(C)(C)(C)OC(=O)N1CC(CC1)\N=N\S(=O)C1=CC=C(C=C1)OC